FC=1C(=C(C=CC1F)[C@@H]1[C@H](O[C@@H]([C@@H]1C)C(F)(F)F)C(=O)NC1=CC(=NC=C1)C(=O)N)OC |o1:8,9,11,12| rel-(2S,3R,4R,5S)-4-[[3-(3,4-difluoro-2-methoxyphenyl)-4-methyl-5-(trifluoromethyl)tetrahydrofuran-2-carbonyl]amino]pyridine-2-carboxamide